3,3,4,4,5,5-hexafluoro-1,2-bis(perfluoroprop-2-yl)cyclopent-1-ene FC1(C(=C(C(C1(F)F)(F)F)C(C(F)(F)F)(C(F)(F)F)F)C(C(F)(F)F)(C(F)(F)F)F)F